CNC(=O)C1=NNC2=CC(=CC=C12)N1CC(OCC1)C(NCCC(C)C1=CC=CC=C1)=O N-methyl-6-{2-[(3-phenylbutyl)carbamoyl]morpholin-4-yl}-1H-indazole-3-carboxamide